tert-butyl ((2-amino-4-(((6-cyclopropylimidazo[1,2-a]pyridin-2-yl)methyl)(methyl) amino)phenyl)sulfonyl)carbamate NC1=C(C=CC(=C1)N(C)CC=1N=C2N(C=C(C=C2)C2CC2)C1)S(=O)(=O)NC(OC(C)(C)C)=O